methyl (S)-2-(4-chloro-6-oxopyridazin-1(6H)-yl)propanoate ClC=1C=NN(C(C1)=O)[C@H](C(=O)OC)C